C(CCCCCCCCC)NC(OCN1C(CCC2=CC=C(C=C12)CCN1CCN(CC1)C1=CC(=CC=2SC=CC21)F)=O)=O (7-(2-(4-(6-fluorobenzo[b]thiophen-4-yl)piperazin-1-yl)ethyl)-2-oxo-3,4-dihydroquinolin-1(2H)-yl)methyl decylcarbamate